3,3-dioxo-1,2,4,5-tetrahydrobenzo[d][1,2,6]thidiazepine O=S1(NCC2=C(NC1)C=CC=C2)=O